tris(dodecyl)methyl-ammonium bromide [Br-].C(CCCCCCCCCCC)[N+](C)(CCCCCCCCCCCC)CCCCCCCCCCCC